C(C)(C)(C)C=1C=C(CCC(=O)N)C=C(C1O)C(C)(C)C 3,5-di-t-butyl-4-hydroxyhydrocinnamamide